C1(CCCCC1)C1=NN(C(=C1)N1C([C@@H]2N(CCN(C2)C#N)CC1)=O)C (R)-8-(3-cyclohexyl-1-methyl-1H-pyrazol-5-yl)-9-oxooctahydro-2H-pyrazino[1,2-a]pyrazine-2-carbonitrile